3-(4-bromo-2-oxo-indolin-1-yl)piperidine-2,6-dione BrC1=C2CC(N(C2=CC=C1)C1C(NC(CC1)=O)=O)=O